(6S)-6-(2-Chloro-3-{[1-(difluoromethoxy)isoquinolin-4-yl]amino}phenyl)-2-imino-6-methyl-3-(tetrahydropyran-4-yl)hexahydropyrimidin-4-one ClC1=C(C=CC=C1NC1=CN=C(C2=CC=CC=C12)OC(F)F)[C@@]1(CC(N(C(N1)=N)C1CCOCC1)=O)C